COC1=CC=C(C=C1)S(=O)(=O)NCCCNC1=NC=CC(=N1)C1=C(N=C2SC=CN21)C2=CC(=CC=C2)OC 4-methoxy-N-(3-((4-(6-(3-methoxyphenyl)imidazo[2,1-b]thiazol-5-yl)pyrimidin-2-yl)amino)propyl)benzenesulfonamide